N-(3-methyl-1-(3-(trifluoromethyl)phenyl)-1H-pyrazol-5-yl)pyrazolo[1,5-a]pyrimidine-3-carboxamide CC1=NN(C(=C1)NC(=O)C=1C=NN2C1N=CC=C2)C2=CC(=CC=C2)C(F)(F)F